O1CCN(CC1)C1=NC=CC(=C1)N1N=CC2=CC=C(C=C12)OC1C=2C=CC(=CC2CCC1)C#N 5-((1-(2-Morpholinopyridin-4-yl)-1H-indazol-6-yl)oxy)-5,6,7,8-tetrahydronaphthalene-2-carbonitrile